5-(3-chlorophenyl)-N-((1R,2R,4S)-7-cyano-7-azabicyclo[2.2.1]heptan-2-yl)-1,3-thiazole-2-carboxamide ClC=1C=C(C=CC1)C1=CN=C(S1)C(=O)N[C@H]1[C@H]2CC[C@@H](C1)N2C#N